CN([C@H]1[C@@H](C2=CC=CC=C2C1)N)C (1R,2R)-N2,N2-Dimethyl-2,3-dihydro-1H-indene-1,2-diamine